p-methoxy-N,N-dimethylaniline COC1=CC=C(N(C)C)C=C1